C(C1=CC=CC=C1)OC=1C=C(C2=CC=CC=C2C1)C1=C(C=C2C(=NC(=NC2=C1)OC[C@H]1N(CCC1)C)N1C[C@H]2CC[C@@H](C1)N2)OC2=C(C=CC(=C2)OC)F 7-(3-(benzyloxy)naphthalen-1-yl)-4-((1R,5S)-3,8-diazabicyclo[3.2.1]octan-3-yl)-6-(2-fluoro-5-methoxyphenoxy)-2-(((S)-1-methylpyrrolidin-2-yl)methoxy)quinazoline